FC=1C=C2C(=NN=CC2=CC1)C(=C)C 6-fluoro-4-(prop-1-en-2-yl)phthalazin